CN(C/C=C/C(=O)N1C2CN(CC1C2)C(=O)C=2N=COC2C)C (E)-4-(dimethylamino)-1-(3-(5-methyloxazole-4-carbonyl)-3,6-diazabicyclo[3.1.1]heptan-6-yl)but-2-en-1-one